Cl.COCCC1CNCCC1 3-(2-methoxyethyl)piperidine hydrochloride